n-Dodecanoat C(CCCCCCCCCCC)(=O)[O-]